tert-butyl (2R,3S)-3-((N,N-dimethylsulfamoyl)amino)-2-(((4-oxocyclohexyl)oxy)-methyl)piperidine-1-carboxylate CN(S(=O)(=O)N[C@@H]1[C@@H](N(CCC1)C(=O)OC(C)(C)C)COC1CCC(CC1)=O)C